F[C@@H]1C[C@H]2[C@@H]3CC=C([C@@]3(C)CC[C@@H]2[C@]2(CCC(C=C12)=O)C)C=1C=NC=CC1 6β-fluoro-17-(3-pyridyl)androsta-4,16-dien-3-one